COC=1C=CC2=C(C(CCS2)=O)C1 6-methoxybenzothian-4-one